C(N)(=N)N1CCC(=CC1)C1=C(C=C(C=C1)NC(C1=CC=C(C=C1)CNC(=N)N)=O)C N-[4-(1-carbamimidoyl-1,2,3,6-tetrahydro-pyridin-4-yl)-3-methyl-phenyl]-4-guanidinomethyl-benzamide